BrC1=CC(=CC=2C=COC21)C(CC(=O)OC(C)(C)C)O tert-butyl 3-(7-bromobenzofuran-5-yl)-3-hydroxypropanoate